ClC=1C=CC=C2C(C(=C(NC12)C1=CC=CC=C1)C(C)C1=NC=CC=N1)=O (1-(8-chloro-4-oxo-2-phenyl-1,4-dihydroquinolin-3-yl)ethyl)pyrimidine